CC(C[C@H]1[C@@H](C[C@H]2N(CCC3=CC(=C(C=C23)OC)OC[C@@H](C)O)C1)O)(C)C (2R,3R,11bR)-3-(2,2-dimethylpropyl)-9-[(2R)-2-hydroxypropoxy]-10-methoxy-1H,2H,3H,4H,6H,7H,11bH-pyrido[2,1-a]isoquinolin-2-ol